gamma-aminopropyl-ethyl-diethoxysilane NCCC[Si](OCC)(OCC)CC